2,4-dimethyl-1-aminobenzene CC1=C(C=CC(=C1)C)N